ClCCF chloroethylfluorine